C(C)(=O)N1CCC(CC1)C1=NN(C2=CC=CC(=C12)Br)CCN(CC(=O)OCC)C(=O)OCC1=CC=CC=C1 ethyl 2-({2-[3-(1-acetylpiperidin-4-yl)-4-bromoindazol-1-yl]ethyl}[(benzyloxy)carbonyl]amino)acetate